[4-(aminomethyl)piperidin-1-yl]-[2-ethyl-4-[[3-[1-prop-2-ynyl-3-(trifluoromethyl)pyrazol-4-yl]imidazo[1,2-a]pyrazin-8-yl]amino]phenyl]methanone NCC1CCN(CC1)C(=O)C1=C(C=C(C=C1)NC=1C=2N(C=CN1)C(=CN2)C=2C(=NN(C2)CC#C)C(F)(F)F)CC